4-(1,3-dimethyl-1H-pyrazol-4-yl)-7-(1-methyl-1H-pyrazol-3-yl)-6-nitroquinazoline CN1N=C(C(=C1)C1=NC=NC2=CC(=C(C=C12)[N+](=O)[O-])C1=NN(C=C1)C)C